oxospiro[cyclopropane-1,3'-indolin] O=C1NC2=CC=CC=C2C12CC2